C(C)(C)(C)C1=C(C(=CC=C1)C(C)(C)C)N=C=N dl-2,6-di-tert-butylphenylcarbodiimide